Butyl-methacrylat C(CCC)OC(C(=C)C)=O